N1=NNC2=NC(=CC=C21)C=2C=CC(=C(C(=O)NC1=CC=C(C=C1)C1CCCC1)C2)F 5-(3H-[1,2,3]triazolo[4,5-b]pyridin-5-yl)-N-(4-cyclopentylphenyl)-2-fluorobenzamide